tert-butyl N-[(3S)-1-[(2-cyanopyridin-4-yl)methyl]-4,4-difluoropiperidin-3-yl]carbamate C(#N)C1=NC=CC(=C1)CN1C[C@@H](C(CC1)(F)F)NC(OC(C)(C)C)=O